CS(=O)(=O)OCCC[C@@H](CCO[Si](C1=CC=CC=C1)(C1=CC=CC=C1)C(C)(C)C)C (S)-6-((tert-Butyldiphenylsilyl)oxy)-4-methylhexyl methanesulfonate